CS(=O)(=O)C=1C=C(C=CC1C(F)(F)F)CC1CC2(CNC2)C1 6-[[3-methylsulfonyl-4-(trifluoromethyl)phenyl]methyl]-2-azaspiro[3.3]heptane